6-Amino-3-((1R,4R)-4'-chloro-4-cyano-4-methyl-1',2'-dihydrospiro[cyclohexane-1,3'-pyrrolo[2,3-b]pyridin]-5'-yl)-2-fluoro-N,N-dimethylbenzamide NC1=CC=C(C(=C1C(=O)N(C)C)F)C=1C(=C2C(=NC1)NCC21CCC(CC1)(C)C#N)Cl